CC=1N(N=C2C3=C(C(C(C12)=O)=O)C=CC=C3)S(=O)(=O)C3=CC=C(C=C3)C(F)(F)F 3-methyl-2-(4-(trifluoromethyl)benzenesulfonyl)-2H-benzo[g]indazole-4,5-dione